(5-((2S,4R)-1-((R)-2-(2-naphthamido)-3-cyclohexylpropanoyl)-4-(4-(2-hydroxypropan-2-yl)-1H-1,2,3-triazol-1-yl)pyrrolidine-2-carboxamido)-7-amino-6,7-dioxoheptyl)carbamate C1=C(C=CC2=CC=CC=C12)C(=O)N[C@@H](C(=O)N1[C@@H](C[C@H](C1)N1N=NC(=C1)C(C)(C)O)C(=O)NC(CCCCNC([O-])=O)C(C(=O)N)=O)CC1CCCCC1